COC=1C=C(C=CC1OC)C1=CC=NC=2N1N=C(C2)C(=O)N2C[C@H](CC2)O (S)-(7-(3,4-dimethoxyphenyl)pyrazolo[1,5-a]pyrimidin-2-yl)(3-hydroxypyrrolidin-1-yl)methanone